COC=1C=C(C=CC1NCC#CC=1N(C2=CC=CC(=C2C1)NC1CCC(CC1)N(CC)CC)CC(F)(F)F)S(=O)(=O)NC 3-methoxy-N-methyl-4-{[3-(4-{[(1R,4R)-4-(diethylamino)cyclohexyl]amino}-1-(2,2,2-trifluoroethyl)-1H-indol-2-yl)prop-2-yn-1-yl]amino}benzene-1-sulfonamide